O1COC2=C1C=CC(=C2)NC=2SC=C(N2)C=2SC=CN2 N-(benzo[d][1,3]dioxolan-5-yl)-[2,4'-bithiazole]-2'-amine